5-(benzyloxy)-2-methyl-N-(1-(oxetan-3-yl)piperidin-4-yl)benzofuran-3-carboxamide C(C1=CC=CC=C1)OC=1C=CC2=C(C(=C(O2)C)C(=O)NC2CCN(CC2)C2COC2)C1